2-(6-(((1S,3S)-3-((6-cyclopropyl-1,2,4-triazin-3-yl)amino)cyclopentyl)amino)pyridin-3-yl)pyridazin C1(CC1)C1=CN=C(N=N1)N[C@@H]1C[C@H](CC1)NC1=CC=C(C=N1)N1NC=CC=C1